[Ir+]=O iridium(III)-oxide